C(#N)C=1C(=NC(=NC1)NC1=CC(=C(C=C1)N=S(=O)(C)C)F)N1C=C(C2=CC(=CC=C12)NC(C=C)=O)C N-[1-[5-Cyano-2-[4-[[dimethyl(oxo)-λ6-sulfanylidene]amino]-3-fluoro-anilino]pyrimidin-4-yl]-3-methyl-indol-5-yl]prop-2-enamide